2,3-propanediol diacrylate C(C=C)(=O)OC(C)COC(C=C)=O